CC(C(=O)[O-])(C(=O)[O-])C.CC(C(=O)[O-])(C(=O)[O-])C.CC(C(=O)[O-])(C(=O)[O-])C.[Fe+6] iron tris(dimethyl malonate)